(3-amino-6-(oxetan-3-ylsulfonyl)-4,5,6,7-tetrahydropyrazolo[3,4-c]pyridin-1-yl)(8-methyl-1,2,3,4-tetrahydroquinolin-4-yl)methanone NC1=NN(C=2CN(CCC21)S(=O)(=O)C2COC2)C(=O)C2CCNC1=C(C=CC=C21)C